F[C@H]1CN(C[C@H]1NC1=NN2C(C(=N1)OC)=C(C=C2)C=2C=C1N=CC=NC1=CC2)C(C)=O 1-((3S,4R)-3-Fluoro-4-((4-methoxy-5-(quinoxalin-6-yl)pyrrolo[2,1-f][1,2,4]triazin-2-yl)amino)pyrrolidin-1-yl)ethan-1-one